C1(CC1)S(=O)(=O)NC1=C(C(=O)NC23CC(C2)(C3)C(F)(F)F)C=CC(=C1)F 2-(cyclopropanesulphonylamino)-4-fluoro-N-(3-(trifluoromethyl)bicyclo[1.1.1]pentan-1-yl)benzamide